ethyl 6-(cyclopropylmethyl)-2-acetamido-6-(methoxymethyl)-4,5,6,7-tetrahydro-1-benzothiophene-3-carboxylate C1(CC1)CC1(CC2=C(C(=C(S2)NC(C)=O)C(=O)OCC)CC1)COC